(R)-methyl 2-(2-chloro-4-(3-methylmorpholinyl)thieno[3,2-d]pyrimidin-7-yl)benzoate ClC=1N=C(C2=C(N1)C(=CS2)C2=C(C(=O)OC)C=CC=C2)N2[C@@H](COCC2)C